CC1(O[C@@H]2[C@H](O1)[C@H](O[C@H]2N2C1=NC=NC(=C1N=C2)NC(=O)N[C@@H](CCC(=O)OC(C)(C)C)C(=O)OC(C)(C)C)COS(N)(=O)=O)C di-tert-butyl ((9-((3aR,4R,6R,6aR)-2,2-dimethyl-6-((sulfamoyloxy) methyl) tetrahydrofuro[3,4-d][1,3]dioxol-4-yl)-9H-purin-6-yl)carbamoyl)-L-glutamate